Cl.C(C1=CC=CC=C1)OC([C@@H](NC([C@@H](NC([C@H](CCC1=CC=CC=C1)N)=O)CC(C)C)=O)CC1=CC=CC=C1)=O ((S)-2-amino-4-phenylbutyryl)-L-leucyl-L-phenylalanine benzyl ester hydrochloride